F[P-](F)(F)(F)(F)F.C(CCCCCCCCC)N1C(N(C=C1)C)C 1-decyl-2,3-dimethyl-imidazole hexafluorophosphate